FC1=C2C=C(NC2=CC=C1OC1=CC=NC2=CC(=C(C=C12)OC)OCCN1CC2(CC2)C(C1)O)C 5-(2-(4-(4-fluoro-2-methyl-1H-indol-5-yloxy)-6-methoxyquinolin-7-yloxy)ethyl)-5-aza-spiro[2.4]-heptan-7-ol